Glyceryl thiolactate C(C(O)C)(=S)OCC(O)CO